BrCC=1C=CC(=NC1)N1N=CN=C1[C@H](C)NC(C1=CC(=CC(=C1)C(F)(F)F)Cl)=O (S)-N-(1-(1-(5-(bromomethyl)pyridin-2-yl)-1H-1,2,4-triazol-5-yl)ethyl)-3-chloro-5-(trifluoromethyl)benzamide